C(=O)C1=C(OCC(=O)O)C=CC(=C1OC)C 2-Formyl-3-methoxy-4-methylphenoxyacetic acid